FC=1C(=C(C=CC1F)[C@H]1[C@@H](O[C@]([C@H]1C)(C(F)(F)F)C)C(=O)NC=1C=C2C(=NC1)C(CO2)O)OC |o1:8,9,11,12| rel-(2R*,3S*,4S*,5R*)-3-(3,4-difluoro-2-methoxyphenyl)-N-(3-hydroxy-2,3-dihydrofuro[3,2-b]pyridin-6-yl)-4,5-dimethyl-5-(trifluoromethyl)tetrahydrofuran-2-carboxamide